CC1=C(C(=C(C(=C1CC1=CC(=C(C(=C1)C(C)(C)C)C(=O)O)C(C)(C)C)C)CC1=CC(=C(C(=C1)C(C)(C)C)C(=O)O)C(C)(C)C)C)CC1=CC(=C(C(=C1)C(C)(C)C)C(=O)O)C(C)(C)C 1,3,5-trimethyl-2,4,6-tri(3,5-di-tert-butyl-4-carboxybenzyl)benzene